3-[(1Z)-2-(2-aminopyrimidin-5-yl)-2-fluoroethenyl]-4-(difluoromethoxy)-N-[(1S)-1-(3-fluoroPhenyl)-2-hydroxyethyl]benzamide di(4-tert-butylcyclohexyl)peroxydicarbonate C(C)(C)(C)C1CCC(CC1)OC(=O)OOC(=O)OC1CCC(CC1)C(C)(C)C.NC1=NC=C(C=N1)/C(=C/C=1C=C(C(=O)N[C@H](CO)C2=CC(=CC=C2)F)C=CC1OC(F)F)/F